C(CCC)C=1C(=C(C(=NC1)C1=NC=CC(=C1)C(=O)O)CCCC)C(=O)O dibutyl-[2,2'-bipyridine]-4,4'-dicarboxylic acid